2,2,2-trifluoro-1-[4-(4-fluoropyrazolo[1,5-a]pyridin-2-yl)-1-tetrahydropyran-2-yl-6,7-dihydro-4H-imidazo[4,5-c]pyridin-5-yl]ethanone FC(C(=O)N1C(C2=C(CC1)N(C=N2)C2OCCCC2)C2=NN1C(C(=CC=C1)F)=C2)(F)F